C1=CC(=C(C=C1C2=C(C(=O)C3=C(C=C(C=C3O2)O)O)O)O)O The molecule is a pentahydroxyflavone having the five hydroxy groups placed at the 3-, 3'-, 4'-, 5- and 7-positions. It is one of the most abundant flavonoids in edible vegetables, fruit and wine. It has a role as an antibacterial agent, an antioxidant, a protein kinase inhibitor, an antineoplastic agent, an EC 1.10.99.2 [ribosyldihydronicotinamide dehydrogenase (quinone)] inhibitor, a plant metabolite, a phytoestrogen, a radical scavenger, a chelator and an Aurora kinase inhibitor. It is a pentahydroxyflavone and a 7-hydroxyflavonol. It is a conjugate acid of a quercetin-7-olate.